NC1=C2C(=NC=N1)N(N=C2C2=NOC(=C2B(O)O)C2CCCC2)C(C)C [3-(4-amino-1-isopropyl-pyrazolo[3,4-d]pyrimidin-3-yl)-5-cyclopentyl-isoxazol-4-yl]boronic acid